[N+](=O)([O-])C1=CC=C(C=N1)OC1=CC(=NC=C1)C=1C=NNC1 4-((6-nitropyridin-3-yl)oxy)-2-(1H-pyrazol-4-yl)pyridine